CN([C@H]1CN(CC1)C1=C(C=C(C(=C1)OC)NC1=NC=NC(=C1)N1OCCC1C1=CC(=CC=C1)OCC1=NC=CC=C1)NC(C=C)=O)C N-(2-((R)-3-(dimethylamino)pyrrolidin-1-yl)-4-methoxy-5-((6-(3-(3-(pyridin-2-ylmethoxy)phenyl)isoxazolidin-2-yl)pyrimidin-4-yl)amino)phenyl)acrylamide